FC1=C(OC2C[C@@H]3[C@@H](CN(C3)CC(O)C3=CC=C(C=C3)O)C2)C=CC=C1 rac-4-(2-((3aR,5s,6aS)-5-(2-fluorophenoxy)hexahydro-cyclopenta[c]pyrrol-2(1H)-yl)-1-hydroxyethyl)phenol